N-(5-(2-methoxypyrimidin-5-yl)pyridin-2-yl)-2-phenoxyacetamide COC1=NC=C(C=N1)C=1C=CC(=NC1)NC(COC1=CC=CC=C1)=O